aluminum(III) sulfate S(=O)(=O)([O-])[O-].[Al+3].S(=O)(=O)([O-])[O-].S(=O)(=O)([O-])[O-].[Al+3]